C(CCCC)OC(CCCCCCC)=O Amyl-n-octanoate